ClC1=CC(=C(C=N1)NC(=O)C1(CN(C1)CCCC(C(=O)OCC)(C)C)C1=C(C=CC=C1)C(C)C)OC ethyl 5-(3-((6-chloro-4-methoxypyridin-3-yl)carbamoyl)-3-(2-isopropylphenyl)azetidin-1-yl)-2,2-dimethylpentanoate